N-(((3R,5R,7R)-adamantan-1-yl)methyl)-1-(4-((8-(3-(cyclopropanecarboxamido)phenyl)-5-Methyl-7-oxo-7,8-dihydropyrido[2,3-d]pyrimidin-2-yl)amino)-3-methoxyphenyl)piperidine-4-carboxamide C12(CC3CC(CC(C1)C3)C2)CNC(=O)C2CCN(CC2)C2=CC(=C(C=C2)NC=2N=CC3=C(N2)N(C(C=C3C)=O)C3=CC(=CC=C3)NC(=O)C3CC3)OC